C1(CC1)C1=CC=C(C=N1)C1=C2C(=NN(C1=O)C1=CC3=CN(N=C3C=C1)C)C(=CN2C(C)C)C#N 4-(6-cyclopropylpyridin-3-yl)-5-isopropyl-2-(2-methyl-2H-indazol-5-yl)-3-oxo-3,5-dihydro-2H-pyrrolo[3,2-c]pyridazine-7-carbonitrile